C(C)C=1C(NC2=CC(=NC=C2C1)CNC1CC(C1)NC=1C=CC(=NC1)C(=O)NC)=O 5-((3-(((3-ethyl-2-oxo-1,2-dihydro-1,6-naphthyridin-7-yl)methyl)amino)cyclobutyl)amino)-N-methylpicolinamide